N(=[N+]=[N-])CC=1C(=NC(=NC1)SC)NC(C)C 5-(azidomethyl)-N-isopropyl-2-(methylthio)pyrimidin-4-amine